N-(1-(4,4-difluorocyclohexyl)-2-oxopyrrolidin-3-yl)-6-((2-hydroxyethyl)sulfonamido)-2-(6-azaspiro[2.5]octan-6-yl)nicotinamide FC1(CCC(CC1)N1C(C(CC1)NC(C1=C(N=C(C=C1)NS(=O)(=O)CCO)N1CCC2(CC2)CC1)=O)=O)F